BrC1=CC2=C(OC[C@@H](C(N2C)=O)NC(C2=C(C=CC(=C2)OC2=CC=CC=C2)F)=O)C=C1 (S)-N-(7-bromo-5-methyl-4-keto-2,3,4,5-tetrahydrobenzo[b][1,4]Oxazepin-3-yl)-2-fluoro-5-phenoxybenzamide